ClC=1C=CC2=C(N=C(O2)N2CCC3(CC2)CCC(CC3)NC(=O)C=3OC(=CC3)S(=O)(=O)CC)C1 N-[3-(5-chloro-1,3-benzoxazol-2-yl)-3-azaspiro[5.5]undecan-9-yl]-5-ethylsulfonyl-furan-2-carboxamide